2,5-bis(4-aminophenyl)-1,3,4-thiadiazole NC1=CC=C(C=C1)C=1SC(=NN1)C1=CC=C(C=C1)N